C(C)(C)C1(OCCO1)CCO 2-(2-isopropyl-1,3-dioxolan-2-yl)ethanol